C(C)(C)(C)OC(NC1C(N(CC1)C1=C(C(=C(C=C1)C1=C(C=CC=C1)P(=O)(C)C)C1CC1)F)=O)=O (1-(2-cyclopropyl-2'-(dimethylphosphoryl)-3-fluoro-[1,1'-biphenyl]-4-yl)-2-oxopyrrolidin-3-yl)carbamic acid tert-butyl ester